BrC=1C=C(C=C2C=C(C=NC12)C(=O)OC)OC1CC1 methyl 8-bromo-6-cyclopropoxyquinoline-3-carboxylate